C(C)(C)(C)OC(=O)C1CNCCO1 morpholine-2-carboxylic acid tert-butyl ester